3-(4-isopropoxy-5-(trifluoromethyl)pyridin-2-yl)-N-(3-methylpyridin-2-yl)-1,2,4-thiadiazol-5-amine C(C)(C)OC1=CC(=NC=C1C(F)(F)F)C1=NSC(=N1)NC1=NC=CC=C1C